C(#N)C(NC(=O)C1N(CC2(CC(C2)(F)F)C1)C([C@H](C(C)(C)C)NC(C(F)(F)F)=O)=O)C1=CN=CC2=CC=CC(=C12)C#C N-[cyano-(5-ethynyl-4-isoquinolyl)methyl]-6-[(2S)-3,3-dimethyl-2-[(2,2,2-trifluoroacetyl)amino]butanoyl]-2,2-difluoro-6-azaspiro[3.4]octane-7-carboxamide